1-(3-chloro-2-fluorobenzyl)-4-((3-fluoro-4,5-dimethyl-6-((5-methyl-1H-pyrazol-3-yl)amino)pyridin-2-yl)methyl)piperidine-4-carboxylic acid ClC=1C(=C(CN2CCC(CC2)(C(=O)O)CC2=NC(=C(C(=C2F)C)C)NC2=NNC(=C2)C)C=CC1)F